6-(3,4-dimethoxyphenyl)-2-(3-(trifluoromethyl)benzyl)pyridazin-3(2H)-one COC=1C=C(C=CC1OC)C=1C=CC(N(N1)CC1=CC(=CC=C1)C(F)(F)F)=O